8-(2-hydroxy-2-methyl-propyl)-2-methanesulfonyl-8H-pyrido[2,3-d]Pyrimidin-7-one OC(CN1C(C=CC2=C1N=C(N=C2)S(=O)(=O)C)=O)(C)C